C1(CC1)CNC1=NN2C(C=N1)=C(C=C2)C=2C=NC=1N(C2)C=CN1 N-(Cyclopropylmethyl)-5-(imidazo[1,2-a]pyrimidin-6-yl)pyrrolo[2,1-f][1,2,4]triazin-2-amine